7-[8-ethyl-7-fluoro-3-(methoxymethoxy)naphthalen-1-yl]-8-methyl-2-(methylsulfanyl)-4-(1,4-oxazepan-4-yl)pyrano[4,3-d]pyrimidin-5-one C(C)C=1C(=CC=C2C=C(C=C(C12)C1=C(C=2N=C(N=C(C2C(O1)=O)N1CCOCCC1)SC)C)OCOC)F